NC=1C=C(C=CC1)C(O)C1=CC=C(C=C1)OC (3-aminophenyl)(4-methoxyphenyl)methanol